C(C)(=O)O[C@@H]1CC2=CC[C@H]3[C@H]4[C@](CC[C@@H]3[C@]2(CC1)C)([C@H](CC4)[C@H](C)CCCC(=O)OC)C (1R,3aS,3bS,7S,9aR,9bS,11aR)-1-[(2R)-6-Methoxy-6-oxohexan-2-yl]-9a,11a-dimethyl-2,3,3a,3b,4,6,7,8,9,9a,9b,10,11,11a-tetradecahydro-1H-cyclopenta[1,2-i]phenanthren-7-yl acetate